2-(7-fluoro-2H-benzopyran-4-yl)-4-(trifluoromethyl)benzoyl chloride FC1=CC2=C(C(=CCO2)C2=C(C(=O)Cl)C=CC(=C2)C(F)(F)F)C=C1